FC1=CC2=C(NC[C@@H]3[C@@H](C(N2C)=O)N(C(C3)=O)C3=NC(=CC(=C3)C(F)(F)F)C)C(=C1)C (3aR,11aS)-8-fluoro-6,10-dimethyl-1-(6-methyl-4-(trifluoromethyl)pyridin-2-yl)-1,3a,4,5,10,11a-hexahydro-2H-benzo[b]pyrrolo[2,3-f][1,4]diazocine-2,11(3H)-dione